FC1=C(C(=O)N2[C@@H](CN(C[C@H]2C)C(=O)C2=CNC3=CC=C(C=C23)O)C)C=CC(=C1)OC ((3R,5R)-4-(2-fluoro-4-methoxybenzoyl)-3,5-dimethylpiperazin-1-yl)(5-hydroxy-1H-indol-3-yl)methanone